3-[1-[2-(5-azaspiro[2.4]heptan-5-yl)-3,6-dimethyl-4-oxoquinazolin-8-yl]ethylamino]-6-chloropyridine-2-carboxylic acid C1CC12CN(CC2)C2=NC1=C(C=C(C=C1C(N2C)=O)C)C(C)NC=2C(=NC(=CC2)Cl)C(=O)O